3-(6-chloro-1-[[2-(trimethylsilyl)ethoxy]methyl]pyrazolo[3,4-b]pyridin-3-yl)-2-methoxypyridine ClC1=CC=C2C(=N1)N(N=C2C=2C(=NC=CC2)OC)COCC[Si](C)(C)C